CC1=CC=C(O1)C=O 5-methyl-2-furancarboxaldehyde